FC(S(=O)(=O)[O-])(F)F.[Tb+3].FC(S(=O)(=O)[O-])(F)F.FC(S(=O)(=O)[O-])(F)F terbium(III) trifluoromethanesulfonate